CN1CCN(CC1)C(CCN=CC1=CC=C(C=C1)C=1N=C(C2=C(N1)N(C=C2)C2=CC=CC=C2)C2=CC=C(C=C2)C=NCCC(C)N2CCN(CC2)C)C 2,4-bis{4-[(3-(4-methylpiperazin-1-yl)butyl)iminomethyl]phenyl}-7-phenyl-7H-pyrrolo[2,3-d]pyrimidine